2-(6-(6'-Acetamido-spiro[cyclopropane-1,3'-pyrrolo[3,2-c]pyridine]-1'(2'H)-yl)-2-(1,1-difluoroethyl)pyrimidin-4-yl)-2-cyanoacetic acid ethyl ester C(C)OC(C(C#N)C1=NC(=NC(=C1)N1CC2(C=3C=NC(=CC31)NC(C)=O)CC2)C(C)(F)F)=O